4,5-dimethyl-4-azaadamantane iodide salt [I-].CN1C2CC3CC(CC1(C3)C)C2